Cl.FC12CNC(C1)C2 4-fluoro-2-azabicyclo[2.1.1]hexane hydrochloride